C(C)OCCCOC1=CC=C(C=C1)CC(=O)N 4-(ethyloxyethyl-methoxy)phenylacetamide